OC(CN(CCCCC1COCCO1)CC(CCCCCCCCC)O)CCCCCCCCCC 6-(4-((2-hydroxydodecyl)(2-hydroxyundecyl)amino)butyl)-1,4-dioxane